N1N=C(C=C1)C(=O)N1C(CNCC1)=O PYRAZOLFORMYL-PIPERAZINONE